(phosphonooxy)methyl 2-(4-(6-((4-cyano-2-fluorobenzyl)oxy)pyridin-2-yl)-2,5-difluorobenzyl)-1-(2-methoxyethyl)-1H-benzo[d]imidazole-6-carboxylate C(#N)C1=CC(=C(COC2=CC=CC(=N2)C2=CC(=C(CC3=NC4=C(N3CCOC)C=C(C=C4)C(=O)OCOP(=O)(O)O)C=C2F)F)C=C1)F